OCC=1C=C(C=CC1OC)C=1C=NC=C(C#N)C1 5-(3-(hydroxymethyl)-4-methoxyphenyl)nicotinonitrile